S(=O)(=O)([O-])[O-].[Mg+2].[Ca+2].[Mg+2].S(=O)(=O)([O-])[O-].S(=O)(=O)([O-])[O-] magnesium-calcium magnesium sulfate salt